(S)-N-(1-(azetidin-1-yl)-3-phenylpropan-2-yl)acetamide N1(CCC1)C[C@H](CC1=CC=CC=C1)NC(C)=O